C\C(=C/C(=O)OC(CO)CO)\C=C\C=C(\C=C\C1=C(CCCC1(C)C)C)/C 1,3-Dihydroxypropan-2-yl (2E,4E,6E,8E)-3,7-dimethyl-9-(2,6,6-trimethylcyclohex-1-en-1-yl)nona-2,4,6,8-tetraenoate